C(#N)C1=C(OC2CC(C2)NC(OC(C)(C)C)=O)C=CC=C1C(F)(F)F tert-butyl ((1r,3r)-3-(2-cyano-3-(trifluoromethyl)phenoxy)cyclobutyl)carbamate